8-methyl-6H-pyrano[3,4-b]pyridin-5(8H)-one CC1OCC(C=2C1=NC=CC2)=O